FC1=C(C=CC(=C1)F)N1N=CC=2C1=NC(=NC2O)CCC#N 3-[1-(2,4-difluorophenyl)-4-hydroxy-pyrazolo[3,4-d]pyrimidin-6-yl]propanenitrile